ClC=1C=C(C=CC1F)NC(=O)[C@H]1N(CCC1)C1=NC(=CC(=C1C#N)C(F)(F)F)C (S)-N-(3-chloro-4-fluorophenyl)-1-(3-cyano-6-methyl-4-(trifluoromethyl)pyridin-2-yl)pyrrolidine-2-carboxamide